chloro-1-(4,4-difluorocyclohexyl)-1,5-dihydro-4H-pyrazolo[3,4-d]pyrimidin-4-one ClC1=NN(C=2N=CNC(C21)=O)C2CCC(CC2)(F)F